OC1=C(C=2C(C3=CC=CC=C3C(C2C=C1C(=O)N1CCN(CC1)C)=O)=O)O dihydroxy-3-(4-methylpiperazine-1-carbonyl)anthracene-9,10-dione